C(C1=CC=CC=C1)OC[C@H](N)C(=O)O D-O-benzyl-serine